1-[(RS)-2-(4-fluorophenyl)-4-methyl-3-(pyridin-4-yl)-6,7-dihydropyrazolo[1,5-a]pyrazin-5(4H)-yl]prop-2-en-1-one FC1=CC=C(C=C1)C1=NN2C([C@H](N(CC2)C(C=C)=O)C)=C1C1=CC=NC=C1 |r|